[K].IC1=C(N=C(N1)I)I triiodoimidazole-potassium salt